C(CC)NC=1C=CC=2N(N1)C(=CN2)C=2C=C(C=CC2)C(C)=O 1-[3-[6-(propylamino)imidazo[1,2-b]pyridazin-3-yl]phenyl]ethanone